C1(N=CC2=CC=CC=C12)=O 1H-isoindolone